E-1-octene C=CCCCCCC